COP(S)(SCC1(OCCS1)C)OC dimethoxy-[(2-methyl-1,3-oxathiolane-2-yl)methyl-thio]-sulfhydryl-phosphine